C(C=C)N1C(N(C(C(=C1)C(=O)NC1=CC(=C(C=C1)OC1=C(C(=NC=C1)N)C#CCC1CCNCC1)F)=O)CC=C)=O 1,3-diallyl-N-(4-(2-amino-3-(3-(piperidin-4-yl)prop-1-ynyl)pyridin-4-yloxy)-3-fluorophenyl)-2,4-dioxo-1,2,3,4-tetrahydropyrimidine-5-carboxamide